COC(=O)C=1C=C(C=CC1)B(O)O 3-methoxycarbonylphenylboronic acid